(E)-2-chloro-4-(3,3-diethoxyprop-1-en-1-yl)-1-fluorobenzene ClC1=C(C=CC(=C1)\C=C\C(OCC)OCC)F